C(C1=CC=CC=C1)[C@H](NC([C@@H](NC(OCC1=CC=CC=C1)=O)[C@@H](C)OC(C)(C)C)=O)C(N[C@H](C(=O)OC)C[C@H]1C(NCC1)=O)=O Methyl (5S,8S,11S)-8-benzyl-5-((R)-1-(tert-butoxy)ethyl)-3,6,9-trioxo-11-(((S)-2-oxopyrrolidin-3-yl)methyl)-1-phenyl-2-oxa-4,7,10-triazadodecan-12-oate